4,6-di(dodecylthiomethyl)o-cresol C(CCCCCCCCCCC)SCC=1C=C(C(=C(C1)CSCCCCCCCCCCCC)O)C